6-[4-(dimethylamino)cyclohexyl]-2-(6-hydroxy-2,7-dimethyl-indazol-5-yl)-1,6-naphthyridin-5-one CN(C1CCC(CC1)N1C(C=2C=CC(=NC2C=C1)C1=CC2=CN(N=C2C(=C1O)C)C)=O)C